C(C)C1=C(C(=O)NCCCNC(OC(C)(C)C)=O)C=CC(=C1)NC=1C=2N(C=CN1)C(=CN2)I tert-Butyl N-[3-[[2-ethyl-4-[(3-iodoimidazo[1,2-a]pyrazin-8-yl)amino]benzoyl]amino]propyl]carbamate